1-dodecanoyloxy-pyrene-3,6,8-trisulfonic acid trisodium salt [Na+].[Na+].[Na+].C(CCCCCCCCCCC)(=O)OC1=CC(=C2C=CC=3C(=CC(=C4C=CC1=C2C34)S(=O)(=O)[O-])S(=O)(=O)[O-])S(=O)(=O)[O-]